FC(C(=O)O)(F)F.ClC=1C=CC(=NC1)NC(=N)N 1-(5-chloropyridin-2-yl)guanidine 2,2,2-trifluoroacetate